C(C=C)C=1C(=C(C=CC1)N)N 3-allyl-1,2-phenylenediamine